3-((1S)-1-aminoethyl)-8-(2-(1,2-dimethyl-5-oxopyrazol-3-yl)ethynyl)-2-phenylisoquinolin-1-one N[C@@H](C)C=1N(C(C2=C(C=CC=C2C1)C#CC=1N(N(C(C1)=O)C)C)=O)C1=CC=CC=C1